2-(3,5-dimethyl-4-((2'-oxospiro[cyclobutane-1,3'-indolin]-5'-yl)oxy)phenyl)-3,5-dioxo-2,3,4,5-tetrahydro-1,2,4-triazine-6-carboxylic acid CC=1C=C(C=C(C1OC=1C=C2C3(C(NC2=CC1)=O)CCC3)C)N3N=C(C(NC3=O)=O)C(=O)O